pyrrolo[2,3-c]1,5-naphthyridin-8-one N1=C2C=3C(C=NC2=CC=C1)=NC(C3)=O